2-(5-bromo-N-methyl-1H-indazole-7-sulfonamido)-N-(3-chloro-4-morpholinophenyl)acetamide BrC=1C=C2C=NNC2=C(C1)S(=O)(=O)N(C)CC(=O)NC1=CC(=C(C=C1)N1CCOCC1)Cl